5-isobutyl-3-[3-methyl-4-[(2-methylimidazol-1-yl)methyl]phenyl]thiophene-2-sulfonamide C(C(C)C)C1=CC(=C(S1)S(=O)(=O)N)C1=CC(=C(C=C1)CN1C(=NC=C1)C)C